BrC=1C=C(C=CC1O)C\C(\CNCCCCCCC(=O)NO)=N/O (E)-7-(3-(3-bromo-4-hydroxyphenyl)-2-hydroxyimino-propylamino)-N-hydroxyheptanoamide